The molecule is an organophosphate oxoanion obtained by deprotonation of the phosphate OH groups of D-ribulose 5-phosphate. Major structute at pH 7.3. It is a conjugate base of a D-ribulose 1-phosphate. C([C@H]([C@H](C(=O)COP(=O)([O-])[O-])O)O)O